C(C1CO1)OC(C)[Si](OC)(OC)C α-glycidoxyethylmethyldimethoxysilane